m-phenylaminobenzaldehyde C1(=CC=CC=C1)NC=1C=C(C=O)C=CC1